FC1=CC=C(CC2CCN(CC2)C(CCCN2C(N=C3C(=C2)COC=2C=CC(=CC23)C)=O)=O)C=C1 3-(4-(4-(4-fluorobenzyl)piperidin-1-yl)-4-oxobutyl)-9-methyl-3,5-dihydro-2H-chromeno[4,3-d]pyrimidin-2-one